((R)-3-(3,5-difluorophenyl)isoxazolidin-2-yl)((3R,4S)-3-fluoro-1-(5-methyl-1,3,4-thiadiazol-2-yl)piperidin-4-yl)methanone FC=1C=C(C=C(C1)F)[C@@H]1N(OCC1)C(=O)[C@H]1[C@H](CN(CC1)C=1SC(=NN1)C)F